C(C)(C)[C@@H](CCCC)N1C=NC=2C(=NC=3C=CC=CC3C21)N 1-[(1R)-1-isopropylpentyl]imidazo[4,5-c]quinolin-4-amine